FC(CNC1=NC2=CC(=CC=C2C=C1)CC[C@@H]1S[C@H]([C@@H]([C@@H]1O)O)N1C=CC2=C1N=CN=C2C)F (2S,3S,4R,5R)-2-(2-{2-[(2,2-Difluoroethyl)amino]chinolin-7-yl}ethyl)-5-(4-methyl-7H-pyrrolo[2,3-d]pyrimidin-7-yl)tetrahydrothiophen-3,4-diol